5-Chloro-2-methyl-6-(2H-1,2,3-triazol-2-yl)pyridin ClC=1C=CC(=NC1N1N=CC=N1)C